N-[4-[(6,7-Dimethoxy-1,5-naphthyridin-4-yl)oxy]-3-fluoro-phenyl]-5-(2,5-dimethylpyrazol-3-yl)-4-hydroxy-2,6-dimethyl-pyridine-3-carboxamide COC=1N=C2C(=CC=NC2=CC1OC)OC1=C(C=C(C=C1)NC(=O)C=1C(=NC(=C(C1O)C=1N(N=C(C1)C)C)C)C)F